(R)-1-(6-isopropylpyridin-3-yl)-3-(isoquinolin-4-yl)-2-oxoimidazoline-4-carbonitrile C(C)(C)C1=CC=C(C=N1)N1C(N([C@H](C1)C#N)C1=CN=CC2=CC=CC=C12)=O